N-(3-bromophenyl)cinnamamide BrC=1C=C(C=CC1)NC(C=CC1=CC=CC=C1)=O